CC=1N=C(OC1)C=1C=C(C(=O)OC)C=CN1 methyl 2-(4-methyloxazol-2-yl)isonicotinate